BrC=1SC=C(N1)C(C)O[Si](C)(C)C(C)(C)C 2-bromo-4-(1-(tert-butyldimethylsilyloxy)ethyl)thiazole